1-(3-methoxy-5-nitropyridin-2-yl)-N,N-dimethylpiperidin-4-amine COC=1C(=NC=C(C1)[N+](=O)[O-])N1CCC(CC1)N(C)C